OC1=C2C(CC(OC2=CC(=C1)ONC1CCC(CC1)O)C1=CC=C(C=C1)O)=O 5-hydroxy-7-(((4-hydroxycyclohexyl)amino)oxy)-2-(4-hydroxyphenyl)chroman-4-one